C(#N)CC12CCC(CC1)(CC2)N2C(=NC=1C2=C2C(=NC1)NC=C2)CC(=O)NC 2-(1-(4-(cyanomethyl)bicyclo[2.2.2]oct-1-yl)-1,6-dihydroimidazo[4,5-d]pyrrolo[2,3-b]pyridin-2-yl)-N-methylacetamide